N1[C@@H](CCCC1)CCO (S)-2-(piperidin-2-yl)ethanol